C1(=CC=CC=C1)C(CC([Si](C)(C)C)S(=O)(=O)C=1C=C(C)C=CC1)=O 1-phenyl-3-(m-toluenesulfonyl)-3-(trimethylsilyl)propan-1-one